ClC1=C(C(=CC=C1F)Cl)C(C)OC=1C(=NC=C(C1)C1=CC=C(C=C1)CN1CCOCC1)N 3-[1-(2,6-dichloro-3-fluoro-phenyl)-ethoxy]-5-(4-morpholin-4-ylmethyl-phenyl)-pyridin-2-ylamine